NC=1SC(=CN1)C(=O)NC1=C(C=C(C(=C1)C(NC1=NC=C(C=C1)COC(F)F)=O)F)C 2-Amino-N-[5-[[5-(difluoromethoxymethyl)pyridin-2-yl]carbamoyl]-4-fluoro-2-methylphenyl]-1,3-thiazole-5-carboxamide